N1CC(C1)C1=C(C(=NC(=C1)NC1=NNC(=C1)C)C[C@@]1(C[C@H](N(CC1)CC1=C(C(=CC=C1)Cl)F)C)C(=O)O)F (2R,4R)-4-((4-(azetidin-3-yl)-3-fluoro-6-((5-methyl-1H-pyrazol-3-yl)amino)pyridin-2-yl)methyl)-1-(3-chloro-2-fluorobenzyl)-2-methylpiperidine-4-carboxylic acid